ethyl (S)-2-(trityloxy)propanoate C(C1=CC=CC=C1)(C1=CC=CC=C1)(C1=CC=CC=C1)O[C@H](C(=O)OCC)C